(3S,4S)-1-(3-((R)-3-(hexylcarbamoyl)-4-octanoyl-1,4-diazepane-1-carbonyl)benzoyl)-N3,N4-bis((1S,2R)-2-phenylcyclopropyl)pyrrolidine-3,4-dicarboxamide C(CCCCC)NC(=O)[C@H]1CN(CCCN1C(CCCCCCC)=O)C(=O)C=1C=C(C(=O)N2C[C@H]([C@@H](C2)C(=O)N[C@@H]2[C@H](C2)C2=CC=CC=C2)C(=O)N[C@@H]2[C@H](C2)C2=CC=CC=C2)C=CC1